BrC1=CC(=C(C=C1)SC)\C=C\OC (E)-(4-bromo-2-(2-methoxyvinyl)phenyl)(methyl)sulfane